P(=O)(OC1=C(C=C(C=C1)Cl)C(NC1=CC(=CC(=C1)C(F)(F)F)C(F)(F)F)=O)(OCC[Si](C)(C)C)OCC[Si](C)(C)C 2-((3,5-bis(trifluoromethyl)phenyl)carbamoyl)-4-chlorophenyl bis(2-(trimethylsilyl) ethyl) phosphate